3-[({4-[7-(aminocarbonyl)-2H-indazol-2-yl]benzyl}ammonio)methyl]-1-methylpyrrolidinium NC(=O)C1=CC=CC2=CN(N=C12)C1=CC=C(C[NH2+]CC2C[NH+](CC2)C)C=C1